FC1=C2C=CN(C2=C(C=C1)C)C1=CC(=NC=C1)N1CCN(CC1)C 4-fluoro-7-methyl-N-(2-(4-methylpiperazin-1-yl)pyridin-4-yl)-1H-indole